C[C@H](C(=O)OC)CC1=CC(=NC=C1)C(F)(F)F methyl (S)-2-methyl-3-(2-(trifluoromethyl)pyridin-4-yl)propanoate